2-(2-(Benzo[b]thiophen-3-yl)acetamido)thiophene-3-carboxamide S1C2=C(C(=C1)CC(=O)NC=1SC=CC1C(=O)N)C=CC=C2